tert-butyl ((5-methyl-6-((1-(naphthalen-1-yl)cyclopropyl) carbamoyl)-2,3-dihydrobenzofuran-2-yl)methyl)carbamate CC=1C(=CC2=C(CC(O2)CNC(OC(C)(C)C)=O)C1)C(NC1(CC1)C1=CC=CC2=CC=CC=C12)=O